N-(2-cyclopropyl-4-fluorophenyl)-2-(1-(2-(4-fluoro-1,3-dioxoisoindol-2-yl)ethyl)piperidin-4-yl)-N-(7-nitrobenzo[c][1,2,5]oxadiazol-4-yl)acetamide C1(CC1)C1=C(C=CC(=C1)F)N(C(CC1CCN(CC1)CCN1C(C2=CC=CC(=C2C1=O)F)=O)=O)C1=CC=C(C2=NON=C21)[N+](=O)[O-]